CC1C(CC(C1)C)=O 2,4-dimethyl-cyclopentanone